C1(CC1)C1=C(C=C(C(=C1)I)C)NC1=CC=C2C(=N1)C(N(C2)C2COC2)=O 2-[(2-cyclopropyl-4-iodo-5-methylphenyl)amino]-6-(oxetan-3-yl)-5H-pyrrolo[3,4-b]pyridin-7-one